5-fluoro-3'-O-acetyl-2'-deoxyuridine FC=1C(NC(N([C@H]2C[C@H](OC(C)=O)[C@@H](CO)O2)C1)=O)=O